FC1=CC=CC2=C1N=C(N2)C2=NSN=C2C 3-(7-fluoro-benzimidazol-2-yl)-4-methyl-1,2,5-thiadiazole